Cl[Ru] (chloro)ruthenium